4-methyl-bicyclo[2.2.2]oct-2-ene-1-carboxic acid CC12C=CC(CC1)(CC2)C(=O)O